2,4-dichloro-7-methyl-7H-pyrrolo[2,3-d]pyrimidine ClC=1N=C(C2=C(N1)N(C=C2)C)Cl